2-(3-(2,6-dioxopiperidin-3-yl)-1H-indazol-1-yl)-N-(1-methylazetidin-3-yl)-acetamide O=C1NC(CCC1C1=NN(C2=CC=CC=C12)CC(=O)NC1CN(C1)C)=O